C(C1=CC=CC=C1)OC(C(=O)NNC(=O)C1=NC(=C(C=C1NC(OC(C)(C)C)=O)Br)C(N(C1CC(C1)(F)F)CCC=C)=O)(CC=C)C(F)(F)F tert-Butyl N-[2-[[[2-Benzyloxy-2-(trifluoromethyl)pent-4-enoyl]amino]carbamoyl]-5-bromo-6-[but-3-enyl-(3,3-difluorocyclobutyl)carbamoyl]-3-pyridyl]carbamate